FC1=CC=C(C(=O)N[C@H](C(=O)N2CC(N(CC2)C)=O)CCCN[C@H]2[C@@H](C2)C2=CC=C(C=C2)F)C=C1 4-fluoro-N-((S)-5-((1R,2S)-2-(4-fluorophenyl)cyclopropylamino)-1-(4-methyl-3-oxopiperazin-1-yl)-1-oxopentan-2-yl)benzamide